N1=C(N=CC(=C1)[C@@H]1[C@@H](C1)C1=CC2=C(N(C=N2)CCCOC)C(=C1)F)C1=NC=CC=N1 cis-5-(2-([2,2'-bipyrimidin]-5-yl)cyclopropyl)-7-fluoro-1-(3-methoxypropyl)-1H-benzo[d]imidazole